FC=1C(=C(C=CC1F)C1C(SC(C1)(C(F)(F)F)C)C(=O)NC1=CC=C(C=C1)OB(O)O)OC (4-(3-(3,4-difluoro-2-methoxyphenyl)-5-methyl-5-(trifluoromethyl)tetrahydrothiophene-2-carboxamido)phenyl)boric acid